N-((R)-1-(3-chlorophenyl)-2,2,2-trifluoroethyl)-2-(2,6-dioxopiperidin-3-yl)-1-oxoisoindoline-5-carboxamide ClC=1C=C(C=CC1)[C@H](C(F)(F)F)NC(=O)C=1C=C2CN(C(C2=CC1)=O)C1C(NC(CC1)=O)=O